Ethyl 2-(2,6-dimethyl-4-((3-(3-methyl-4-(trifluoromethyl) phenyl)-2,5-dioxoimidazolin-1-yl) methyl) phenoxy)-2-methylpropionate CC1=C(OC(C(=O)OCC)(C)C)C(=CC(=C1)CN1C(N(CC1=O)C1=CC(=C(C=C1)C(F)(F)F)C)=O)C